C(C=C)SC=CC (E)-allyl-1-propenyl thioether